1-((3S,5R)-5-(methoxymethyl)-1-propioloylpyrrolidin-3-yl)-5-(methylamino)-1H-pyrazole-4-carboxamide COC[C@H]1C[C@@H](CN1C(C#C)=O)N1N=CC(=C1NC)C(=O)N